(3S,5R)-3-(2-((6-amino-3-methyl-2-oxo-2,3-dihydro-1H-benzo[d]imidazol-4-yl)oxy)ethoxy)-4,4-difluoro-5-methylpiperidine-1-carboxylic acid tert-butyl ester C(C)(C)(C)OC(=O)N1C[C@@H](C([C@@H](C1)C)(F)F)OCCOC1=CC(=CC=2NC(N(C21)C)=O)N